CN(C(CCCCN(CCCCCCCC(=O)OC(CCCCCCCC)CCCCCCCC)CCCCCCCC(=O)OCCCCCCCCC)=O)CCCN(C(CCCCN(CCCCCCCC(=O)OC(CCCCCCCC)CCCCCCCC)CCCCCCCC(OCCCCCCCCC)=O)=O)C Di(heptadecan-9-yl) 15,19-dimethyl-9,25-bis(8-(nonyloxy)-8-oxooctyl)-14,20-dioxo-9,15,19,25-tetraazatritriacontanedioate